α,α-Dimethylbenzylcarbinol CC(C1=CC=CC=C1)(C)CO